6-fluoro-3-[1-(3-hydroxypropyl)-4-piperidyl]-1,2-benzisoxazole FC1=CC2=C(C(=NO2)C2CCN(CC2)CCCO)C=C1